C(C)(C)(C)OC(=O)C=1C=CC2=C(N(C(=N2)CN2CCC(CC2)C2=NC(=CC=C2)OCC2=CC=C3C=NN(C3=C2)CC2COC2)CC2OCC2)C1 2-((4-(6-((1-(oxetan-3-ylmethyl)-1H-indazol-6-yl)methoxy)pyridin-2-yl)piperidine-1-yl)methyl)-1-(oxetan-2-ylmethyl)-1H-benzo[d]imidazole-6-carboxylic acid tert-butyl ester